NCCC(O)C1=CC(=CC=C1)OCCCOCC1=CC=CC=C1 3-amino-1-(3-(3-(benzyloxy)propoxy)phenyl)propan-1-ol